C(C)OC1=C(C=C(C=C1OC)CCN)OC 2-(4-ethoxy-3,5-dimethoxyphenyl)ethanamine